C(C)(C)(C)OC(CCC(=O)O)=O butanedioic acid 4-tert-butyl ester